C(C)N1C[C@@H](C[C@@H](C1)C)NC=1C(N(C(=NN1)C1=C(C=C(C=C1)C(F)(F)F)O)C)=O 6-[[(3r,5s)-1-ethyl-5-methyl-3-piperidinyl]amino]-3-[2-hydroxy-4-(trifluoromethyl)phenyl]-4-methyl-1,2,4-triazin-5-one